FC1=CC=C(C=C1)C1(CN(C1)C(=O)OC(C)(C)C)NC(=O)C1=NN2C(C(NC(=C2)C2=CC3=CC=CC=C3C=C2)=O)=C1 tert.-Butyl 3-(4-fluorophenyl)-3-({[6-(naphthalen-2-yl)-4-oxo-4,5-dihydropyrazolo[1,5-a]pyrazin-2-yl]carbonyl}amino)azetidine-1-carboxylate